C(#N)C1=NN2C(N=CC=C2C(=O)OCC)=C1 ethyl 2-cyanopyrazolo[1,5-a]pyrimidine-7-carboxylate